3-(6-((3S,5R)-3,5-dimethylpiperazin-1-yl)pyridin-2-yl)-N-methylpyrazolo[1,5-a]pyridin-5-amine C[C@H]1CN(C[C@H](N1)C)C1=CC=CC(=N1)C=1C=NN2C1C=C(C=C2)NC